FC1=C(C(=CC=C1)F)[C@@H]1CC(=NO1)C=1N=C(SC1)C1CCN(CC1)C(CN1N=C(C=C1C)C(F)(F)F)=O 1-(4-{4-[(5S)-5-(2,6-difluorophenyl)-4,5-dihydro-1,2-oxazol-3-yl]-1,3-thiazol-2-yl}piperidin-1-yl)-2-[5-methyl-3-(trifluoromethyl)-1H-pyrazol-1-yl]-ethanone